CC(=O)C=CBr bromovinyl methyl ketone